5-[(2,6-dioxo-3-piperidyl)amino]-2-(4-piperidyl)benzonitrile hydrochloride Cl.O=C1NC(CCC1NC=1C=CC(=C(C#N)C1)C1CCNCC1)=O